trichlorocarban ClC(Cl)Cl